6-(4-fluoro-5-(6-isobutyl-2,6-diazaspiro[3.3]hept-2-yl)-3-isopropyl-1H-pyrrolo[2,3-c]pyridin-2-yl)-7,8-dimethyl-[1,2,4]triazolo[1,5-a]pyridine FC1=C2C(=CN=C1N1CC3(C1)CN(C3)CC(C)C)NC(=C2C(C)C)C=2C(=C(C=3N(C2)N=CN3)C)C